(R)-5-((3-(ethoxymethyl)-3-((4-fluoro-phenoxy)methyl)pyrrolidin-1-yl)methyl)-2-methylpyridine C(C)OC[C@@]1(CN(CC1)CC=1C=CC(=NC1)C)COC1=CC=C(C=C1)F